ethyl 2,2-difluoro-5'-oxodihydro-1'H,3'H-spiro[cyclopropane-1,2'-pyrrolizine]-7a'(5'H)-carboxylate FC1(CC12CC1(CCC(N1C2)=O)C(=O)OCC)F